O=C1NC2=C(C=CC=C2C(=C1)C(=O)OCC)C(F)(F)F ethyl 2-oxo-8-(trifluoromethyl)-1,2-dihydroquinoline-4-carboxylate